C(CCC)C1=NC=2C(=C(N=NC2N)OC(C)C)N1CC1=CC=C(C=C1)CNCCOCCOC 2-butyl-7-isopropoxy-1-(4-(((2-(2-methoxyethoxy)ethyl)amino)methyl)benzyl)-1H-imidazo[4,5-d]pyridazin-4-amine